C1=CC=CC2=CC3=CC=CC=C3C(=C12)OCCCCOC1=CC=C(C(=O)OC2=CC(=CC(=C2)OC(C2=CC=C(C=C2)OCCCCOC=2C3=CC=CC=C3C=C3C=CC=CC23)=O)OC(C2=CC=C(C=C2)OCCCCOC=2C3=CC=CC=C3C=C3C=CC=CC23)=O)C=C1 benzene-1,3,5-triyl tris(4-(4-(anthracen-9-yloxy) butoxy) benzoate)